S1C=C(C=C1)CCN1CCCCC1 1-(2-(thiophen-3-yl)ethyl)piperidine